CC1=CC(=CN=N1)N1C[C@H]2CC[C@@H](C1)C2NC2=NN1C([C@H](CCC1)OC1=C(C(=C(C=C1)F)F)F)=N2 (S)-N-((1R,5S,8S)-3-(6-methylpyridazin-4-yl)-3-azabicyclo[3.2.1]oct-8-yl)-8-(2,3,4-trifluorophenoxy)-5,6,7,8-tetrahydro-[1,2,4]triazolo[1,5-a]pyridin-2-amine